7-Methoxy-N-phenethyl-3H-imidazo[4,5-b]pyridine-3-carboxamide COC1=C2C(=NC=C1)N(C=N2)C(=O)NCCC2=CC=CC=C2